O=C1N(CCC(N1)=O)N1C(C2=CC=C(C=C2C1=O)N1CCNCC1)=O 2-(2,4-Dioxotetrahydropyrimidin-1(2H)-yl)-5-(piperazin-1-yl)isoindoline-1,3-dione